tert-butyl 3-(((1R,2S)-2-(hydroxymethyl)cyclopropyl)methoxy)propanoate OC[C@@H]1[C@@H](C1)COCCC(=O)OC(C)(C)C